COC1=C(C=CC=C1)OC 1,2-Dimethoxybenzol